C1(CC1)C1=NC=NC(=C1C1=NC=CC(=N1)OCC=1C=NC(=C(C1)F)C=1N(C=C(N1)C(F)(F)F)C1CC1)OC 4-cyclopropyl-5-[4-[[6-[1-cyclopropyl-4-(trifluoromethyl)imidazol-2-yl]-5-fluoro-3-pyridyl]methoxy]pyrimidin-2-yl]-6-methoxy-pyrimidine